FC=1C=C(C(=O)NCC2CCN(CC2)C)C=C(C1)CN1C(C2=CC=C(C=C2C=C1)C=1C(=NOC1)C)=O 3-Fluoro-5-((6-(3-methylisoxazol-4-yl)-1-oxoisoquinolin-2(1H)-yl)methyl)-N-((1-methylpiperidin-4-yl)methyl)benzamide